C(C)(=O)N1C[C@H](C=2C3=C(C(NC2C1)=O)C=C(C=C3)F)N(C(=O)C=3NC1=CC=CC=C1C3)C (S)-N-(3-acetyl-8-fluoro-6-oxo-1,2,3,4,5,6-hexahydrobenzo[c][1,7]naphthyridin-1-yl)-N-methyl-1H-indole-2-carboxamide